4-(3,5-bis(trifluoromethyl)phenyl)-1-(4-(3,4-dichlorophenyl)-5-(isopropylthio)thiazol-2-yl)-3-methyl-N-(1H-tetrazol-5-yl)-1H-pyrazole-5-carboxamide FC(C=1C=C(C=C(C1)C(F)(F)F)C=1C(=NN(C1C(=O)NC1=NN=NN1)C=1SC(=C(N1)C1=CC(=C(C=C1)Cl)Cl)SC(C)C)C)(F)F